C(=O)C1CCC(CC1)N1N=C2C=C(C(=CC2=C1)NC(=O)C1=NC(=CC=C1)C(F)(F)F)N1CCCC1 N-[2-(4-formylcyclohexyl)-6-pyrrolidin-1-yl-indazol-5-yl]-6-(trifluoromethyl)pyridine-2-carboxamide